ClC1=CC=C(C(=N1)C(=O)N1C(CC1)C(=O)NC=1SC=C(N1)C1=CC(=CC=C1)C1=CC=NC=C1)C(F)(F)F 1-(6-chloro-3-(trifluoromethyl)picolinoyl)-N-(4-(3-(pyridin-4-yl)phenyl)thiazol-2-yl)azetidine-2-carboxamide